C1(CC1)CN1C(=CC2=CC=CC(=C12)\C=C\CN1C=NC(=C1)F)C=O (E)-1-(cyclopropylmethyl)-7-(3-(4-fluoro-1H-imidazol-1-yl)prop-1-en-1-yl)-1H-indole-2-carbaldehyde